N(=[N+]=[N-])C=1C=C(C(C(=O)NCCSSCCNC(C=2C(O)=CC(=CC2)N=[N+]=[N-])=O)=CC1)O bis-[beta-(4-azidosalicylamido) ethyl] disulfide